(S)-2-(2-((5-chloro-2-(1H-tetrazol-1-yl) phenyl) amino)-2-oxoacetamido)-3-(4-((R)-3-(dimethylamino) pyrrolidin-1-carboxamido) phenylpropionamido)-1H-indole-2-carboxylate ClC=1C=CC(=C(C1)NC(C(=O)N[C@]1(NC2=CC=CC=C2C1NC(CCC1=CC=C(C=C1)NC(=O)N1C[C@@H](CC1)N(C)C)=O)C(=O)[O-])=O)N1N=NN=C1